OCC(C1=CC=CC=C1)NC(=O)C1=CN(C=C1)C1=NC(=NC=C1C)N[C@H](CO)CC N-(2-hydroxy-1-phenylethyl)-1-(2-(((S)-1-hydroxybutan-2-yl)amino)-5-methylpyrimidin-4-yl)-1H-pyrrole-3-carboxamide